FC(C1N(CC1)C=1N=C(C2=C(N1)C(CC2)(F)F)C2=CC=C(C=C2)C2(CS(C2)(=O)=O)NC(C(F)(F)F)=O)F N-[3-[4-[2-[2-(difluoromethyl)azetidin-1-yl]-7,7-difluoro-5,6-dihydrocyclopenta[d]pyrimidin-4-yl]phenyl]-1,1-dioxo-thietan-3-yl]-2,2,2-trifluoro-acetamide